(2-thienyl)3-ferrocenyl-ketene S1C(=CC=C1)C(=C=O)C1=C[CH-]C=C1.[CH-]1C=CC=C1.[Fe+2]